(R)-2-(4-(3-methoxytetrahydrofuran-3-yl)phenyl)-4,4,5,5-tetramethyl-1,3,2-dioxaborolane CO[C@@]1(COCC1)C1=CC=C(C=C1)B1OC(C(O1)(C)C)(C)C